C1(CCCCC1)OCC1=C2C(=NC3=C1C=1N=CNC(C1S3)=O)CC(OC2)(C)C 11-((Cyclohexyloxy)methyl)-8,8-dimethyl-7,10-dihydro-8H-pyrano[3'',4'':5',6']pyrido[3',2':4,5]thieno[3,2-d]pyrimidin-4(3H)-one